5'-bromo-1'-(4-chloro-3-fluorophenyl)-3-methoxy-1',2'-dihydrospiro[cyclobutane-1,3'-pyrrolo[3,2-b]pyridine] BrC1=CC=C2C(=N1)C1(CN2C2=CC(=C(C=C2)Cl)F)CC(C1)OC